C(C(C)C)[Si]12O[SiH](O[Si]3(O[SiH](O[Si](O[Si](O1)(O3)CC(C)C)(O[SiH](O2)CC(C)C)CC(C)C)CC(C)C)CC(C)C)CC(C)C 1,3,5,7,9,11,14-heptaisobutyl-2,4,6,8,10,12,13,15,16-nonaoxa-1,3,5,7,9,11,14-heptasilatricyclo[7.3.3.15,11]hexadecane